COC=1C=C(C=CC1NCC#CC=1N(C2=CC=CC(=C2C1)NC1CCOCC1)CC(F)(F)F)S(=O)(=O)NC1=NOC=C1 3-methoxy-4-[(3-{4-[(oxan-4-yl)amino]-1-(2,2,2-trifluoroethyl)-1H-indol-2-yl}prop-2-yn-1-yl)amino]-N-(1,2-oxazol-3-yl)benzene-1-sulfonamide